7-bromo-N-[2-(4,4-difluoropiperidin-1-yl)-6-methylpyrimidin-4-yl]-5-fluoro-2,3-dihydro-1H-indene-4-carboxamide BrC1=CC(=C(C=2CCCC12)C(=O)NC1=NC(=NC(=C1)C)N1CCC(CC1)(F)F)F